4-[[1-[(1-tert-butoxycarbonyl-4-piperidinyl)methyl]-2-oxo-4-piperidinyl]methyl]piperazine-1-carboxylic acid benzyl ester C(C1=CC=CC=C1)OC(=O)N1CCN(CC1)CC1CC(N(CC1)CC1CCN(CC1)C(=O)OC(C)(C)C)=O